O=C1NC(CCC1N1C(C2=CC=CC=C2C1)=O)=O 2-(2,6-dioxo-piperidine-3-yl)-isoindolone